C(#N)[C@]1(OCC1)C(=O)N1CC2(CC2)[C@@H]([C@@H]1CC=1C(=C(C=C(C1)F)C1=CC=CC=C1)F)NS(=O)(=O)C(F)F N-((6S,7S)-5-((S)-2-cyanooxetane-2-carbonyl)-6-((2,5-difluoro-[1,1'-biphenyl]-3-yl)methyl)-5-azaspiro[2.4]heptan-7-yl)-1,1-difluoromethanesulfonamide